FC(N1N=C(C(=C1)C(=O)OCC)OC)F ethyl 1-(difluoromethyl)-3-methoxy-1H-pyrazole-4-carboxylate